COC=1C=CC(=C2CCC(C12)=O)CC(=O)O 2-(7-methoxy-1-oxo-2,3-dihydro-1H-indene-4-yl)acetic acid